(4-(9-hydroxy-10-anthryl)phenyl)aluminum iodide OC=1C2=CC=CC=C2C(=C2C=CC=CC12)C1=CC=C(C=C1)[Al](I)I